(1R,4R)-8-mercapto-3-p-menthanone SC([C@H]1C(C[C@@H](CC1)C)=O)(C)C